N-(imidazo[1,2-b]pyridazin-3-yl)-6-methoxy-2-((1r,4r)-4-(methylamino)cyclohexyl)-2H-indazole-5-carboxamide N=1C=C(N2N=CC=CC21)NC(=O)C2=CC1=CN(N=C1C=C2OC)C2CCC(CC2)NC